6-Chloro-N,N-dipropylhexan-1-amine ClCCCCCCN(CCC)CCC